C(C)(C)(C)OC(CNC([C@H]([C@H](CC)C)NC(NC1=C(C=C(C=C1)Br)F)=O)=O)=O.C(C(=C)C)(=O)OCCC[Si](C(C)C)(C(C)C)C(C)C gamma-methacryloxypropyltri(2-propyl)silane tert-butyl-{[(2S,3S)-2-{[(4-bromo-2-fluorophenyl)carbamoyl]amino}-3-methylpentanoyl]amino}acetate